C(#N)C(=C1C=C(CC(C1)(C)C)C=CC=1C(=C(C=CC1)C1(CC(=C(C=C1)S(=O)(=O)N)[N+](=O)[O-])[N+](=O)[O-])OC)C#N 4-(2-(3-(dicyanomethylene)-5,5-dimethylcyclohex-1-en-1-yl)vinyl-2-methoxyphenyl)-2,4-dinitrobenzenesulfonamide